FC1=CC=C(C=C1)C1=C(N=C(C2=CC3=C(C=C12)C=NN3)N=S3(CC(C3)OC)=O)C(C)C 1-((5-(4-fluorophenyl)-6-isopropyl-1H-pyrazolo[4,3-g]isoquinolin-8-yl)imino)-3-methoxy-1λ6-thietane 1-oxide